(±)-N-(3-aminopropyl)-N,N-dimethyl-2,3-bis(cis-9-tetradecyloxy)-1-propylammonium bromide [Br-].NCCC[N+](C)(C)CC(COC(CCCCCCCC)CCCCC)OC(CCCCCCCC)CCCCC